C(#N)C(=CC=1C=C(OCCC(=O)N[C@@H](CCC2=CC=CC=C2)B(O)O)C=CC1)C1=NC=CC=C1 (R)-(1-(3-(3-(2-cyano-2-(pyridin-2-yl)vinyl)phenoxy)propanamido)-3-phenylpropyl)boronic acid